4-[[5-(4-chlorophenoxy)-4-methyl-3-pyridyl]oxy]-3-fluoro-N-(methylsulfamoyl)pyridin-2-amine ClC1=CC=C(OC=2C(=C(C=NC2)OC2=C(C(=NC=C2)NS(NC)(=O)=O)F)C)C=C1